COC1=C(C=C2C(=N1)CCC2)C(=O)NC(CC2=CC=CC=C2)(CC(F)(F)F)C 2-methoxy-N-(4,4,4-trifluoro-2-methyl-1-phenylbutan-2-yl)-6,7-dihydro-5H-cyclopenta[b]pyridine-3-carboxamide